(R)-(4,5-difluoro-2-methoxyphenyl)(1H-indol-2-yl)methylamine FC1=CC(=C(C=C1F)NCC=1NC2=CC=CC=C2C1)OC